Ethyl-Oxysilane C(C)O[SiH3]